ClC=1C=C2C=C(NC2=CC1C1=NC=C(N=C1)OC)CNC(N[C@@H]1[C@@H](CC1)O)=O (1R,2S)-2-(3-{[5-chloro-6-(5-methoxy-2-pyrazinyl)-2-indolyl]methyl}ureido)cyclobutanol